ClC1=C(C=C2CCN(C2=C1)C1=NC=NC2=CC=C(C=C12)C=1C=CC(=NC1)N)F 5-[4-(6-chloro-5-fluoro-indolin-1-yl)quinazolin-6-yl]pyridin-2-amine